3-methylpyridinoic acid CC=1C(=NC=CC1)C(=O)O